NC1=NNC2=CC=C(C(=C12)Cl)C1=C(C=C(C=C1)S(=O)(=O)NC1CC(C1)O)C 4-(3-amino-4-chloro-1H-indazol-5-yl)-N-(3-hydroxycyclobutyl)-3-methylbenzenesulfonamide